(3R,11aS)-7-((3,5-difluoro-4-((2-(trifluoromethyl)pyridin-4-yl)oxy)benzyl)oxy)-3,4-dihydro-1H,9H,11H-3,11a-methanopyrimido[6',1':2,3]imidazo[5,1-c][1,4]oxazin-9-one FC=1C=C(COC2=NC(N3C(N4[C@]5(CO[C@@H](C4)C5)C3)=C2)=O)C=C(C1OC1=CC(=NC=C1)C(F)(F)F)F